ClC1=CC=C2C=CC(=NC2=C1)/C=C/C=1C=C(C=O)C=CC1 3-[(E)-2-(7-chloroquinolyl)vinyl]benzaldehyde